ClC=1C=C(C=C(C1)Cl)C1(CC(=NO1)C1=CC(=C(C(=O)NC2=NN(C(=N2)C(C)C)CC#C)C=C1)C)C(F)(F)F 4-(5-(3,5-dichlorophenyl)-5-(trifluoromethyl)-4,5-dihydroisoxazol-3-yl)-N-(5-isopropyl-1-(prop-2-yn-1-yl)-1H-1,2,4-triazol-3-yl)-2-methylbenzamide